C(CCCCCC(C)(C)C)(=O)O[O-] peroxyneodecanoate